BrC=1C=CC=2N(C3=CC=C(C=C3C2C1)Br)CCCN1CCNCC1 (±)-1-(3,6-Dibromocarbazol-9-yl)-3-piperazin-1-yl-propan